1-(benzofuran-5-yl)-3-(4-((2-(dimethylamino)ethyl)amino)-6-methylpyrimidin-2-yl)urea O1C=CC2=C1C=CC(=C2)NC(=O)NC2=NC(=CC(=N2)NCCN(C)C)C